4-{[(1S,5R)-3-azabicyclo[3.1.0]hexan-1-yl]amino}-6-{4-[(morpholin-4-yl)methyl]phenyl}pyrido[3,2-d]pyrimidine-8-carboxamide [C@]12(CNC[C@H]2C1)NC=1C2=C(N=CN1)C(=CC(=N2)C2=CC=C(C=C2)CN2CCOCC2)C(=O)N